FC(C1=NN=C(S1)C1=NC=C2N1C=C(C=C2N2[C@H]1[C@@H](NCC2)CCC1)S(=O)(=O)NC1(CC1)C)F |o1:17,18| rel-3-(5-(difluoromethyl)-1,3,4-thiadiazol-2-yl)-N-(1-methylcyclopropyl)-8-((4aS,7aR)-octahydro-1H-cyclopenta[b]pyrazin-1-yl)imidazo[1,5-a]pyridine-6-sulfonamide